CC(C)C[C@@H](C(=O)NC1=CC=CC=C1)N (S)-2-amino-4-methyl-N-phenylpentanamide